CC1=C(NC2=CC=C(C=C12)C#N)C1=C(C=CC=C1)C(F)(F)F 3-methyl-2-(2-(trifluoromethyl)phenyl)-1H-indole-5-carbonitrile